N-((3-((1H-1,2,4-triazol-1-yl)methyl)oxetan-3-yl)methyl)-4-bromo-2-(trifluoromethoxy)aniline N1(N=CN=C1)CC1(COC1)CNC1=C(C=C(C=C1)Br)OC(F)(F)F